ClC=1C=C2C=NC(=NC2=CC1C1CCN(CC1)C1C(OC1([2H])[2H])([2H])[2H])NC=1C=NN(C1Cl)C1CC1 6-chloro-N-(5-chloro-1-cyclopropyl-1H-pyrazol-4-yl)-7-(1-(oxetan-3-yl-2,2,4,4-d4)piperidin-4-yl)quinazolin-2-amine